tert-butyl 4-(7-bromo-2-[[(tert-butoxy)carbonyl][2-(dimethylamino)ethyl]amino]-6-chloroquinazolin-4-yl)piperazine-1-carboxylate BrC1=C(C=C2C(=NC(=NC2=C1)N(CCN(C)C)C(=O)OC(C)(C)C)N1CCN(CC1)C(=O)OC(C)(C)C)Cl